CN1N=CC(=C1)C=1C=C(C=2N(C1)N=CC2C2=CC=C(C=C2)CC(=O)NC2=CC(=NC=C2)C(F)(F)F)C2=NC=CN=C2 2-(4-(6-(1-methyl-1H-pyrazol-4-yl)-4-(pyrazin-2-yl)pyrazolo[1,5-a]pyridin-3-yl)phenyl)-N-(2-(trifluoromethyl)pyridin-4-yl)acetamide